6-chloro-2-methyl-4-(3-(2,2,2-trifluoroethyl)-7,8-dihydro-1,6-naphthyridin-6(5H)-yl)quinazoline ClC=1C=C2C(=NC(=NC2=CC1)C)N1CC=2C=C(C=NC2CC1)CC(F)(F)F